OCC([C@H](C[C@H]1C(NCC1)=O)NC(=O)[C@H]1N(C[C@H]2[C@@H]1CCC2)C(=O)C2=CC=1C(=NC=CC1N2)OC)=O (1S,3aR,6aS)-N-[(2S)-4-hydroxy-3-oxo-1-[(3S)-2-oxopyrrolidin-3-yl]butan-2-yl]-2-{4-methoxy-1H-pyrrolo[3,2-c]pyridine-2-carbonyl}-hexahydro-1H-cyclopenta[c]pyrrole-1-carboxamide